C(C)(=O)NCCNC=1C(=C(C(=O)NC2=C(C=C(C=C2C(F)(F)F)C(C(F)(F)F)(C(F)(F)F)F)Br)C=CC1)F 3-((2-acetylaminoethyl)amino)-N-(2-bromo-4-(perfluoropropane-2-yl)-6-(trifluoromethyl)phenyl)-2-fluorobenzamide